5-[(3S)-2-(4-methylpiperidine-4-carbonyl)isoxazolidin-3-yl]pyridine-3-carbonitrile trifluoroacetate FC(C(=O)O)(F)F.CC1(CCNCC1)C(=O)N1OCC[C@H]1C=1C=C(C=NC1)C#N